IC1=C2C=CC=NC2=C(C=C1)NC(C(CC=C)C1=CC=C(C=C1)C)=O N-(5-iodoquinolin-8-yl)-2-(p-tolyl)pent-4-enamide